BrC1=CC=2C3=C(C=NC2C=C1F)N(C(C31CN(C1)CCO[Si](C)(C)C(C)(C)C)=O)C 8'-Bromo-1-(2-((tertbutyldimethylsilyl)oxy)ethyl)-7'-fluoro-3'-methylspiro[azetidine-3,1'-pyrrolo[2,3-c]quinolin]-2'(3'H)-one